BrC1=CC=C(S1)C=1SC(=CC1)C1=C(N=C(O1)C)C1=C(C=C(C=C1)Cl)Cl 5-(5'-bromo-[2,2'-bithiophene]-5-yl)-4-(2,4-dichlorophenyl)-2-methyloxazole